cis-1-amino-3-[tert-butyl-(dimethyl)silyl]oxy-5-phenyl-pyrrolidin-2-one NN1C([C@H](C[C@H]1C1=CC=CC=C1)O[Si](C)(C)C(C)(C)C)=O